FC(C=1C=C2C=NC(=NC2=C(C1)C1CC2(CNC2)C1)NC1CCN(CC1)S(=O)(=O)C)F 6-(difluoromethyl)-N-(1-(methylsulfonyl)piperidin-4-yl)-8-(2-azaspiro[3.3]hept-6-yl)quinazolin-2-amine